O1C2=C(OCC1)C=C(C=C2)C(=O)C2=C(N=C(S2)SC)NC(OC(C)(C)C)=O tert-butyl (5-(2,3-dihydrobenzo[b][1,4]dioxine-6-carbonyl)-2-(methylthio)thiazol-4-yl)carbamate